BrC=1C=C(C=C2C(=C(N(C12)CC1CC1)[C@@H]1CN(CCC1)C(=O)OC(C)(C)C)F)C(=O)OC (S)-methyl 7-bromo-2-(1-(tert-butoxycarbonyl)piperidin-3-yl)-1-(cyclopropylmethyl)-3-fluoro-1H-indole-5-carboxylate